CN1N=C(C=C1C)NC1=NC=C(C(=N1)C1=CNC2=C(C=CC=C12)NC(CN1C[C@H](CC1)C(=O)N1CCOCC1)=O)C (S)-N-(3-(2-((1,5-dimethyl-1H-pyrazol-3-yl)amino)-5-methylpyrimidin-4-yl)-1H-indol-7-yl)-2-(3-(morpholine-4-carbonyl)pyrrolidin-1-yl)acetamide